5-((4-(bromomethyl)benzyl)oxy)-2-(tert-butyl)-4-chloropyridazin BrCC1=CC=C(COC=2C(=CN(NC2)C(C)(C)C)Cl)C=C1